4-(6-chloro-1-(tetrahydro-2H-pyran-2-yl)-1H-indazol-4-yl)-5,6-dihydropyridine-1(2H)-carboxylic acid ClC1=CC(=C2C=NN(C2=C1)C1OCCCC1)C1=CCN(CC1)C(=O)O